NCC1=NN(C=C1)C(C(C)C)O (3-(aminomethyl)-1H-pyrazol-1-yl)-2-methylpropan-1-ol